C1(=CC=CC=C1)[C@H](C)N=C1CCN(CC1)C1=NC=CC=C1 (1S)-1-phenyl-N-[1-(pyridine-2-yl)piperidine-4-ylidene]ethanamine